2-[(1S)-1-cyclohexylethoxy]-4-(3-ethyl-4-methyl-5-oxo-4,5-dihydro-1H-1,2,4-triazol-1-yl)-5-fluoro-N-[1-(4-fluorophenyl)cyclopropyl]benzamide C1(CCCCC1)[C@H](C)OC1=C(C(=O)NC2(CC2)C2=CC=C(C=C2)F)C=C(C(=C1)N1N=C(N(C1=O)C)CC)F